ClC1=C(C=C(CNC(C(C)C)=O)C=C1)C=1NC(C(=C(N1)C1=CC=C(C=C1)OC)F)=O N-{4-chloro-3-[5-fluoro-4-(4-methoxyphenyl)-6-oxo-1,6-dihydropyrimidin-2-yl]benzyl}isobutyramide